C(CCC)C1=C(C2=CC=CC=C2C=C1)C(=O)OC1=CC=CC=C1 butylphenoxycarbonylnaphthalene